(R)-1-(7-(4-fluorobenzoyl)-8-methyl-3-(3-methyl-1,2,4-Thiadiazol-5-yl)-5,6,7,8-tetrahydroimidazo[1,5-a]pyrazin-1-yl)-3,3-dimethylpiperidine FC1=CC=C(C(=O)N2[C@@H](C=3N(CC2)C(=NC3N3CC(CCC3)(C)C)C3=NC(=NS3)C)C)C=C1